CC1(CC1)OC1=CC2=C(NN=C2C=C1)C1=NC=NC(=C1)N1CCC(CC1)CN1CCN(CC1)CC1CCNCC1 5-(1-methylcyclopropoxy)-3-[6-[4-[[4-(4-piperidylmethyl)piperazin-1-yl]methyl]-1-piperidyl]pyrimidin-4-yl]-2H-indazole